C(C(=C)C)(=O)O.O1NC=CC2=C1C=CC=C2 benzoxazine methacrylate